COC=O.FC1=NC=CC=C1 fluoropyridine methyl-formate